[Si](C)(C)(C(C)(C)C)OCCCC1=C2C(N(C(C2=CC=C1)=O)C1C(NC(C=C1)=O)=O)=O 4-(3-((tert-butyldimethylsilyl)oxy)propyl)-2-(2,6-dioxopyridin-3-yl)isoindoline-1,3-dione